3-(8-(2,6-dimethoxyphenyl)-2-methyl-1,2,3,4-tetrahydroisoquinolin-5-yl)propanoic acid COC1=C(C(=CC=C1)OC)C=1C=CC(=C2CCN(CC12)C)CCC(=O)O